3-(1,4-dimethyl-1H-benzotriazol-5-yl)-2,2-dimethyl-propanoic acid CN1N=NC2=C1C=CC(=C2C)CC(C(=O)O)(C)C